C(=O)(OC(C)(C)C)N1C[C@H](CC1)C(=O)O (S)-1-Boc-3-carboxypyrrolidine